(4-methoxy-2-{[5-(2-{2-oxaspiro[3.5]nonan-7-yloxy}pyrimidin-4-yl)-1,3-thiazol-2-yl]amino}pyrimidin-5-yl)methanol COC1=NC(=NC=C1CO)NC=1SC(=CN1)C1=NC(=NC=C1)OC1CCC2(COC2)CC1